(S)-6-amino-2-((S)-2-((R)-2-((S)-2-amino-3-phenylpropionamido)-5-guanidino-pentanamido)-2-phenylacetamido)hexanamide NCCCC[C@@H](C(=O)N)NC([C@H](C1=CC=CC=C1)NC([C@@H](CCCNC(=N)N)NC([C@H](CC1=CC=CC=C1)N)=O)=O)=O